(4-amino-1H-pyrazol-1-yl)azetidine-1-carboxylic acid tert-butyl ester C(C)(C)(C)OC(=O)N1C(CC1)N1N=CC(=C1)N